holmium-yttrium erbium [Er].[Y].[Ho]